FC1=C(C(=CC=C1)C)C1CC(CC1)C1=CC=2C(=NC(=CN2)C)N(C1=O)CC1=NC=CC=C1C(F)(F)F 7-(3-(2-fluoro-6-methylphenyl)cyclopentyl)-3-methyl-5-((3-(trifluoromethyl)pyridin-2-yl)methyl)pyrido[2,3-b]pyrazin-6(5H)-one